C(C)(C)(C)OC(=O)N1CC=2C=CC(=NC2CC1)NC1=NC=CC(=C1)OC1=C(C=C(C=C1)N)F 2-[(4-(4-amino-2-fluorophenoxy)pyridin-2-yl)amino]-5,6,7,8-tetrahydro-1,6-naphthyridine-6-carboxylic acid tert-butyl ester